C(OC(C)(C)C)(O[C@H]1COCC=C1)=O |r| Rac-tert-butyl (3,6-dihydro-2H-pyran-3-yl) carbonate